(R)-3-(4-phenoxyphenyl)-1-(1λ2-pyrrolidin-3-yl)-1H-pyrazolo[3,4-d]pyrimidin-4-amine O(C1=CC=CC=C1)C1=CC=C(C=C1)C1=NN(C2=NC=NC(=C21)N)[C@H]2C[N]CC2